Tertiary-butylperoxyisopropyl monocarbonate C(OC(C)(C)OOC(C)(C)C)([O-])=O